ethyl 3-iodopyrazolo[1,5-a]pyridine-2-carboxylate IC=1C(=NN2C1C=CC=C2)C(=O)OCC